N=1SN=C2C1C1=C(C3=C2C=CS3)SC=C1 dithieno[3',2':3,4;2'',3'':5,6]Benzo[1,2-c][1,2,5]Thiadiazole